diethyl 2,2'-biphenyldicarboxylate C=1(C(=CC=CC1)C(=O)OCC)C=1C(=CC=CC1)C(=O)OCC